[Mg].C1(CCCCC1)N(C(CC(=O)N)=O)C1CCCCC1 N,N-dicyclohexyl-malonamide magnesium